N1(C=NC=C1)C=1C=CC(=C(C1)O)C1=NC=C(N=C1)N([C@H]1C[C@@]2(CC[C@H](C1)N2)C)C 5-(1H-imidazol-1-yl)-2-(5-(methyl((1S,3R,5R)-1-methyl-8-azabicyclo[3.2.1]octan-3-yl)amino)pyrazin-2-yl)phenol